ClC1=C(C=C2C=C(N=CC2=C1)NC(=O)[C@@H]1[C@H](C1)C#N)C1CCN(CC1)C1(COC1)C (1S,2S)-N-(7-chloro-6-(1-(3-methyloxetan-3-yl)piperidin-4-yl)isoquinolin-3-yl)-2-cyanocyclopropane-1-carboxamide